O=C(CCCCCCC(=O)O)OC(CCCCC=C)CCCCC=C 8-Oxo-8-(trideca-1,12-dien-7-yloxy)octanoic acid